α-methyl-chlorostyrene CC(=CCl)C1=CC=CC=C1